trihexyl-(tetradecyl)-phosphonium borate B([O-])([O-])[O-].C(CCCCC)[P+](CCCCCCCCCCCCCC)(CCCCCC)CCCCCC.C(CCCCC)[P+](CCCCCC)(CCCCCC)CCCCCCCCCCCCCC.C(CCCCC)[P+](CCCCCC)(CCCCCC)CCCCCCCCCCCCCC